(S)-(3,3-difluorocyclobutyl)(2-(2-methyl-2H-pyrazolo[3,4-b]pyridin-5-yl)thieno[2,3-d]pyrimidin-6-yl)methanol FC1(CC(C1)[C@H](O)C1=CC2=C(N=C(N=C2)C2=CC=3C(N=C2)=NN(C3)C)S1)F